OC1=CC2=C(OC3=C(O2)C=CC=C3O)C=C1 2,6-dihydroxydibenzopara-dioxin